(1r,3R,5'S,7a'R)-5'-(3,5-difluorophenyl)-3-[([1,2,4]triazolo[1,5-c]pyrimidin-5-yl)oxy]tetrahydro-3'H-spiro[cyclobutane-1,2'-pyrrolo[2,1-b][1,3]oxazol]-3'-one FC=1C=C(C=C(C1)F)[C@@H]1CC[C@H]2OC3(C(N21)=O)CC(C3)OC3=NC=CC=2N3N=CN2